CS(=NC#N)(C(C)C=1C=NC(=CC1)C(F)(F)F)=O N-[methyloxido[1-[6-(trifluoromethyl)-3-pyridinyl]ethyl]-sulfanylidene]cyanamide